N[C@H](C(=O)NCC=1C=C2CN(C(C2=CC1)=O)C1C(NC(CC1)=O)=O)C1=CC=CC=C1 (2S)-2-amino-N-((2-(2,6-dioxopiperidin-3-yl)-1-oxoisoindoline-5-yl)methyl)-2-Phenylacetamide